(S)-6-fluoro-3-((3-fluorobenzyl)amino)-5-(1-(2-methoxyphenyl)ethyl)-4H-benzo[e][1,2,4]thiadiazine 1,1-dioxide FC=1C=CC2=C(NC(=NS2(=O)=O)NCC2=CC(=CC=C2)F)C1[C@@H](C)C1=C(C=CC=C1)OC